O=C1CCNCCC2N1C(CC2)C(=O)O 6-oxo-octahydropyrrolo[1,2-a][1,5]diazocine-8-carboxylic acid